3-({[2-chloro-5-pyrimidin-2-yl-4-(trifluoromethyl)phenyl]carbonyl}amino)-N-(2-hydroxyethyl)-2-phenyl-2H-indazole-6-carboxamide ClC1=C(C=C(C(=C1)C(F)(F)F)C1=NC=CC=N1)C(=O)NC=1N(N=C2C=C(C=CC12)C(=O)NCCO)C1=CC=CC=C1